ClC1=NC=CC2=C1N=C(N=C2O)C2=CC=NC=C2 8-chloro-2-(pyridin-4-yl)pyrido[3,4-d]pyrimidin-4-ol